(E)-5-bromo-2-((4-fluoropiperidin-4-yl)methylene)-2,3-dihydro-1H-inden-1-one BrC=1C=C2C\C(\C(C2=CC1)=O)=C/C1(CCNCC1)F